1-(4-chloro-1,7-naphthyridin-2-yl)ethanone ClC1=CC(=NC2=CN=CC=C12)C(C)=O